2-(1H-imidazol-5-yl)ethan-1-amine N1C=NC=C1CCN